(E)-4-(2-(trifluoromethyl)phenyl)but-3-en-2-one FC(C1=C(C=CC=C1)/C=C/C(C)=O)(F)F